FC1CN(CC(C1NC(=O)C1=CC(=CC=2N(C=NC21)CC(F)(F)F)C#CCNC=2C(OC)=CC(=C(C2)C(NC)=O)F)C)C2CC1(COC1)C2 N-{3-fluoro-5-methyl-1-(2-oxa-6-spiro[3.3]heptyl)-4-piperidyl}-6-{3-[4-(N-methylcarbamoyl)-5-fluoro-2-anisidino]-1-propynyl}-1-(2,2,2-trifluoroethyl)-1H-1,3-benzimidazole-4-carboxamide